The molecule is a monoterpene that is cyclohexene carrying methyl and isopropyl substituents at positions 1 and 4 respectively. It is a monoterpene and a cycloalkene. It derives from a hydride of a p-menthane. CC1=CCC(CC1)C(C)C